N-((3r,5s)-5-((1H-pyrazol-1-yl)methyl)pyrrolidin-3-yl)-5-(5-cyano-2-cyclopropylphenyl)-1,3,4-oxadiazole-2-carboxamide TFA salt OC(=O)C(F)(F)F.N1(N=CC=C1)C[C@@H]1C[C@H](CN1)NC(=O)C=1OC(=NN1)C1=C(C=CC(=C1)C#N)C1CC1